2-fluoro-4-(6-(4-methyl-3,4-dihydro-2H-benzo[b][1,4]oxazin-7-yl)-3-(piperidin-4-ylmethyl)-3H-imidazo[4,5-c]pyridin-7-yl)benzonitrile FC1=C(C#N)C=CC(=C1)C=1C2=C(C=NC1C=1C=CC3=C(OCCN3C)C1)N(C=N2)CC2CCNCC2